rac-(1R,2S,4S,6R)-6-amino-7-oxabicyclo[2.2.1]heptan-2-ol N[C@@H]1C[C@H]2C[C@@H]([C@@H]1O2)O |r|